(7S)-7-tert-butyl-N-[(1R)-3-(4-methoxy-1-piperidyl)-1-[3-[(1-methylazetidin-1-ium-3-yl)carbamoyl]phenyl]propyl]-5,6,7,8-tetrahydrothiazolo[5,4-b]quinoline-2-carboxamide C(C)(C)(C)[C@@H]1CC=2C=C3C(=NC2CC1)SC(=N3)C(=O)N[C@H](CCN3CCC(CC3)OC)C3=CC(=CC=C3)C(NC3C[NH+](C3)C)=O